CC1(O[C@@H](CN(C1)C1=CC2=C(N=C(N(C2=O)C)C)C(=N1)C1=C(C=C(C(=C1)F)F)F)C1=CC(=NC=C1)C)C (R)-6-(2,2-dimethyl-6-(2-methylpyridin-4-yl)morpholino)-2,3-dimethyl-8-(2,4,5-trifluorophenyl)pyrido[3,4-d]pyrimidin-4(3H)-one